ClC1=C(NC2=CC=CC(=C12)Cl)C(=O)N1CCN(CC1)C(=O)[C@@H]1OCCC1 (R)-(3,4-dichloro-1H-indol-2-yl)(4-(tetrahydrofuran-2-carbonyl)piperazin-1-yl)methanone